2-[(cyclopropyl-methyl)amino]-5-[5-(2-oxo-2,3-dihydro-1,3-benzoxazol-6-yl)-1,3,4-oxadiazol-2-yl]benzonitrile C1(CC1)CNC1=C(C#N)C=C(C=C1)C=1OC(=NN1)C1=CC2=C(NC(O2)=O)C=C1